FC=1C=C(C=C(C1)F)[C@@H]1C[C@@H](C2=NN(C(N21)=O)C2=CC=C(C=C2)F)O (5S,7S)-5-(3,5-difluorophenyl)-2-(4-fluorophenyl)-7-hydroxy-2,5,6,7-tetrahydro-3H-pyrrolo[2,1-c][1,2,4]triazol-3-one